[NH4+].C(CCCCC(=O)[O-])(=O)[O-].[NH4+] hexanedioic acid ammonium salt